C(C1=CC=CC=C1)[C@H]1N(OCC1)C1=CC(=NC=N1)NC=1C(=CC(=C(C1)NC(C=C)=O)N(C)CCN(C)C)OC N-(5-((6-((R)-3-benzylisoxazolidine-2-yl)pyrimidine-4-yl)amino)-2-((2-(dimethylamino)ethyl)(methyl)amino)-4-methoxyphenyl)acrylamide